N-(5-chloro-4-(5,5-dimethyl-5,6-dihydro-4H-pyrrolo[1,2-b]pyrazol-3-yl)pyridin-2-yl)-2-cyclohexylacetamide ClC=1C(=CC(=NC1)NC(CC1CCCCC1)=O)C1=C2N(N=C1)CC(C2)(C)C